COCC1=CC=C(C=N1)C(C)=O 1-(6-(methoxymethyl)pyridin-3-yl)ethan-1-one